C(C1=CC=CC=C1)OC(=O)N1[C@@H](CCC1)C1=NC2=NC=NC(=C2N1)C#N (S)-2-(6-cyano-7H-purin-8-yl)pyrrolidine-1-carboxylic acid benzyl ester